FC(C(=O)O)(F)F.CC1=CSC=2N1C(C(=C(N2)C(C)NC2=C1N=CNC1=NC=N2)C2=CC=C(C=C2)C)=O 3-methyl-6-(4-methylphenyl)-7-[1-(9H-purin-6-ylamino)ethyl]-5H-[1,3]thiazolo[3,2-a]pyrimidin-5-one Trifluoroacetic Acid Salt